C(#N)C1=CC(=C(COC2=CC=CC(=N2)C2=CC=C(C=C2)C2(CC2)C(=O)O)C=C1)F 1-(4-(6-((4-Cyano-2-fluorobenzyl)oxy)pyridin-2-yl)phenyl)cyclopropane-1-carboxylic acid